1-(3-fluorophenyl)-2-((6-methyl-5-(4,4,5,5-tetramethyl-1,3,2-dioxaborolan-2-yl)pyridin-2-yl)amino)-2-oxoethyl acetate C(C)(=O)OC(C(=O)NC1=NC(=C(C=C1)B1OC(C(O1)(C)C)(C)C)C)C1=CC(=CC=C1)F